N(=[N+]=[N-])[C@]1([C@H]([C@H]([C@@H](O1)N1C(=O)NC(=O)C=C1)F)O)CO 4'-C-Azido-2'-deoxy-2'-fluorouridine